2-(2,6-bis(benzyloxy)pyridin-3-yl)-5-(7-(trifluoromethyl)-2-azaspiro[3.5]nonane-2-carbonyl)isoindolin-1-one C(C1=CC=CC=C1)OC1=NC(=CC=C1N1C(C2=CC=C(C=C2C1)C(=O)N1CC2(C1)CCC(CC2)C(F)(F)F)=O)OCC2=CC=CC=C2